ClC=1C(=NC2=CC=C(C=C2C1)C1=C2CNCC2=CC=C1)N1CCNCC1 3-chloro-6-isoindolin-4-yl-2-piperazin-1-yl-quinoline